Ethyl trans-3-{[5-(trifluoromethyl)pyridin-2-yl]oxy}cyclobutane-1-carboxylate FC(C=1C=CC(=NC1)O[C@@H]1C[C@H](C1)C(=O)OCC)(F)F